OC=1C=C(C=CC1)OS(=O)(=O)OC=1C=C(OS(=O)(=O)O)C=CC1 resorcinol-sulfate (3-hydroxyphenyl hydrogen sulfate)